4-((1-ethynylcyclopropyl)amino)-1-(pyridin-3-yl)-7-(trifluoromethyl)pyrido[4,3-d]pyrimidin-2(1H)-one C(#C)C1(CC1)NC=1C2=C(N(C(N1)=O)C=1C=NC=CC1)C=C(N=C2)C(F)(F)F